(R)-N-benzyl-N-(3-((t-butoxycarbonyl)amino)butanoyl)glycine methyl ester COC(CN(C(C[C@@H](C)NC(=O)OC(C)(C)C)=O)CC1=CC=CC=C1)=O